2,4-dichlorobenzylmercaptan ClC1=C(CS)C=CC(=C1)Cl